C12(C(=O)CC(CC1)C2(C)C)CS(=O)(=O)[O-] (+-)-camphorsulfonate